carbonyl-dibenzofuran C(=O)=C1CC=CC=2OC3=C(C21)C=CC=C3